ClCC(COC=1C(=CC2=C(C=C(S2)C(CCC(=O)OCC)=O)C1F)OC)=C ethyl 4-[5-[2-(chloromethyl)allyloxy]-4-fluoro-6-methoxy-benzothiophen-2-yl]-4-oxo-butanoate